N1(N=CC=C1)O pyrazol-1-ol